dimethyl-(tetradecyl)amine CN(CCCCCCCCCCCCCC)C